2-(isopropylamino)ethan-1-one C(C)(C)NCC=O